3-(4-(((1R,3r)-3-((1-(((1r,4R)-4-(4-amino-3-(difluoromethyl)-1H-Pyrazol-1-yl)cyclohexyl)methyl)piperidin-4-yl)oxy)cyclobutyl)methoxy)-3-methyl-1H-indazol-1-yl)piperidine NC=1C(=NN(C1)C1CCC(CC1)CN1CCC(CC1)OC1CC(C1)COC1=C2C(=NN(C2=CC=C1)C1CNCCC1)C)C(F)F